C(C)C1=C2C(=CC(=CC2=CC=C1F)O)C1=C(C=2N=C(N=C(C2C=N1)[C@@H](C)C(C)(C)O)OC[C@]12CCCN2C[C@@H](C1)F)F 5-ethyl-6-fluoro-4-(8-fluoro-2-{[(2R,7aS)-2-fluorotetrahydro-1H-pyrrolizin-7a(5H)-yl]methoxy}-4-[(2R)-3-hydroxy-3-methylbutan-2-yl]pyrido[4,3-d]pyrimidin-7-yl)naphthalen-2-ol